O[C@@H]1C[C@@H](CC[C@H]1C)NC1=NC(=NC=C1C(=O)N)NC12CC(C1)(C2)C(F)(F)F 4-((1R,3R,4R)-3-hydroxy-4-methylcyclohexylamino)-2-(3-(trifluoromethyl)bicyclo[1.1.1]pentan-1-ylamino)pyrimidine-5-carboxamide